ClC1=C(C(=O)NC=2C(=NN(C2)C(CCCCCCCCCCC)=O)C(=O)NC2CCN(CC2)C(=O)OC(C)(C)C)C(=CC=C1)Cl 4-(2,6-dichlorobenzoylamino)-N-(1-Boc-piperidin-4-yl)1-lauroyl-1H-pyrazole-3-carboxamide